CNC1=CC=CC=2N(C(NC21)=O)C2CCNCC2 4-methylamino-1-(piperidin-4-yl)-2,3-dihydro-1H-1,3-benzodiazol-2-one